C(C(O)CC(=O)O)(=O)O.C(C)OC(=O)CN(C)C(N)=N Creatine ethyl ester malate